CCCCCCCCCC/C=C\CCCCCCCCCC(=O)O[C@H](COC(=O)CCC/C=C\C/C=C\C/C=C\C/C=C\C/C=C\CC)COP(=O)(O)OC[C@@H](C(=O)O)N 1-(5Z,8Z,11Z,14Z,17Z-eicosapentaenoyl)-2-(11Z-docosenoyl)-glycero-3-phosphoserine